NC1=NC=C(C2=C1C=NN2)NC(C(N2[C@@H](CC([C@H](C2)C)OC)C2=CC=C(C=C2)F)=O)=O |r| N-(4-amino-1H-pyrazolo[4,3-c]pyridin-7-yl)-2-oxo-2-[rac-(2S,5S)-2-(4-fluorophenyl)-4-methoxy-5-methyl-1-piperidyl]acetamide